C(C)(C)(C)OC(=O)N1CCN(CC1)CCCCC(OC1=C(C=C(C=C1)S(=O)(=O)C)C=1C2=C(C(N(C1)C)=O)NC=C2)C2CC2 tert-butyl-4-[5-cyclopropyl-5-[2-(6-methyl-7-oxo-1H-pyrrolo[2,3-c]pyridin-4-yl)-4-methylsulfonyl-phenoxy]pentyl]piperazine-1-carboxylate